ClCCCCC1CO1 1-chloro-5,6-epoxyhexane